(S*)-5-(3-Chloro-2-fluoro-6-(1H-tetrazol-1-yl)phenyl)-2-(1-(4-(2-(difluoromethyl)pyridin-4-yl)-1H-pyrazol-1-yl)-2-((methoxycarbonyl)(methyl)amino)ethyl)pyridine 1-oxide ClC=1C(=C(C(=CC1)N1N=NN=C1)C=1C=CC(=[N+](C1)[O-])[C@H](CN(C)C(=O)OC)N1N=CC(=C1)C1=CC(=NC=C1)C(F)F)F |o1:19|